Ethyl 2-hydroxy-4-methylimidazo[1,5-a]pyrimidine-8-carboxylate OC1=NC=2N(C(=C1)C)C=NC2C(=O)OCC